ClC=1C=CC=2N(C1)C(=CN2)C2=NC(=NC=C2C)N2C[C@H](CCC2)C(=O)N (S)-1-(4-(6-chloroimidazo[1,2-a]pyridin-3-yl)-5-methylpyrimidin-2-yl)piperidine-3-carboxamide